4-α-hydroxyisopropylphenyl n-butyl ketone C(CCC)C(=O)C1=CC=C(C=C1)C(C)(C)O